3-((1-(3-((S)-4-Benzyl-2-oxooxazolidin-3-yl)-5-methylphenyl)ethyl)amino)-6-fluoropicolinic acid C(C1=CC=CC=C1)[C@@H]1N(C(OC1)=O)C=1C=C(C=C(C1)C)C(C)NC=1C(=NC(=CC1)F)C(=O)O